3-cyclobutyl-7-iodo-8-methoxy-[1,2,4]triazolo[4,3-a]pyridine C1(CCC1)C1=NN=C2N1C=CC(=C2OC)I